(piperidin-3-yl)pyrazolo[1,5-d][1,2,4]triazin-7-amine N1CC(CCC1)C1=NN2C(=NN=CC2=C1)N